2-acetamido-2-deoxy-β-d-glucosamine CC(=O)N[C@@H]1[C@H]([C@@H]([C@H](O[C@H]1N)CO)O)O